tert-butyl 3-(2-{[(2S,7aR)-2-fluoro-hexahydro-1H-pyrrolizin-7a-yl]methoxy}-6-chloro-8-fluoro-7-(3-hydroxynaphthalen-1-yl)quinazolin-4-yl)-3,8-diazabicyclo[3.2.1]octane-8-carboxylate F[C@H]1C[C@]2(CCCN2C1)COC1=NC2=C(C(=C(C=C2C(=N1)N1CC2CCC(C1)N2C(=O)OC(C)(C)C)Cl)C2=CC(=CC1=CC=CC=C21)O)F